ClC1=C(C=C(CC2(CN(C3=NC(=CC=C32)C(=O)O)CC(C)C)C)C=C1)F 3-(4-chloro-3-fluorobenzyl)-1-isobutyl-3-methyl-2,3-dihydro-1H-pyrrolo[2,3-b]pyridine-6-carboxylic acid